ClC1=CSC2=C1C(=NC=C2)N(C(C2=C(C=C(C=C2)C=2SC(=NN2)C)F)=O)[C@H]2CNCCC2 (R)-N-(3-chlorothieno[3,2-c]pyridin-4-yl)-2-fluoro-4-(5-methyl-1,3,4-thiadiazol-2-yl)-N-(piperidin-3-yl)benzamide